N-(5-(5-chlorothiophen-2-yl)-4-cyclobutyl-1H-pyrazol-3-yl)-3-(trifluoromethyl)cyclobutane-1-carboxamide ClC1=CC=C(S1)C1=C(C(=NN1)NC(=O)C1CC(C1)C(F)(F)F)C1CCC1